2-(4-(3-(4-Fluorophenyl)ureido)phenyl)-N-(pyridin-2-yl)-1,5-naphthyridine-4-carboxamide FC1=CC=C(C=C1)NC(NC1=CC=C(C=C1)C1=NC2=CC=CN=C2C(=C1)C(=O)NC1=NC=CC=C1)=O